5-[2-hydroxy-3-(trimethylolmethylamino)-propoxy]-3-cyano-2-methyl-1-(methylphenyl)indole OC(COC=1C=C2C(=C(N(C2=CC1)C1=C(C=CC=C1)C)C)C#N)CNC(CO)(CO)CO